N'-(methylenebis(naphthalene-1,2-diyl))diacetamide C(C1=C(C=CC2=CC=CC=C12)CC(=O)N)C1=C(C=CC2=CC=CC=C12)CC(=O)N